FC1=CC2=C(C=C1N1C(CCC1)=O)OC(C1=C2C=NC(=C1)NC1=CC2=C(OC[C@H]3N2C(C(C3)O)=O)N=C1)C (6aS)-2-((9-fluoro-5-methyl-8-(2-oxo-pyrrolidin-1-yl)-5H-chromeno[4,3-c]pyridin-3-yl)amino)-8-hydroxy-6,6a,7,8-tetrahydro-9H-pyrido[2,3-b]pyrrolo-[1,2-d][1,4]oxazin-9-one